rac-(Z)-5-((4R,5R)-7-ethyl-4-(4-fluorophenyl)-6-oxo-1-phenyl-5-(3-(trifluoromethyl)benzamido)-4,5,6,7-tetrahydro-1H-pyrazolo[3,4-b]pyridin-3-yl)pent-2-enoic acid C(C)N1C2=C([C@H]([C@H](C1=O)NC(C1=CC(=CC=C1)C(F)(F)F)=O)C1=CC=C(C=C1)F)C(=NN2C2=CC=CC=C2)CC\C=C/C(=O)O